N-(1-(4-(2-aminopyrimidin-4-yl)-2-methylphenyl)ethyl)-2-(trifluoromethyl)thiazole-5-carboxamide NC1=NC=CC(=N1)C1=CC(=C(C=C1)C(C)NC(=O)C1=CN=C(S1)C(F)(F)F)C